ClC1=CC(=C(COC2=CC=CC(=N2)C2=C(C=C(OC3=NC4=C(N3C[C@H]3OCC3)C=C(C=C4)C(=O)OC)C=C2)F)C=C1)F methyl (S)-2-(4-(6-((4-chloro-2-fluorobenzyl)oxy)pyridin-2-yl)-3-fluorophenoxy)-1-(oxetan-2-ylmethyl)-1H-benzo[d]imidazole-6-carboxylate